COC(=O)C1CC=2N(N=C(C2CO1)C1=CC(=CC=C1)OC(F)F)C(C)C 3-(3-(difluoromethoxy)phenyl)-1-isopropyl-1,4,6,7-tetrahydropyrano[4,3-c]pyrazole-6-carboxylic acid methyl ester